5-bromo-3,3-dimethyl-2,3-dihydro-benzofuran BrC=1C=CC2=C(C(CO2)(C)C)C1